N-(tert-butoxycarbonyl)-L-phenylalanyl-6-(2,5-dioxo-2,5-dihydro-1H-pyrrol-1-yl)-L-norleucine tert-butyl ester C(C)(C)(C)OC([C@@H](NC([C@@H](NC(=O)OC(C)(C)C)CC1=CC=CC=C1)=O)CCCCN1C(C=CC1=O)=O)=O